ClC1=C(C(=CC=C1)Cl)N1N=C(C(=C1)NC1=CNC(C=C1)=O)C(=O)N 1-(2,6-dichlorophenyl)-4-((6-oxo-1,6-dihydropyridin-3-yl)amino)-1H-pyrazole-3-carboxamide